methyl (1r,4r)-4-(3-chloroanilino)-2'-[3-(phenylsulfanyl)propyl]-2',3'-dihydrospiro[cyclohexane-1,1'-indene]-4-carboxylate ClC=1C=C(NC2(CCC3(C(CC4=CC=CC=C34)CCCSC3=CC=CC=C3)CC2)C(=O)OC)C=CC1